F[C@@H]1[C@H](CNC1)NC1=NC(=CC=C1)C1=CN=C2N1N=CC(=C2)OC(C)C N-((3S,4S)-4-fluoropyrrolidin-3-yl)-6-(7-isopropoxyimidazo[1,2-b]pyridazin-3-yl)pyridin-2-amine